N[C@H](C(=O)O)CCCCNC(COCCOCCNC(COCCOCCNC(CC[C@H](NC(CCCCCCCCCCCCCCCCCCP(=O)(OC(C)(C)C)OC(C)(C)C)=O)C(=O)OC(C)(C)C)=O)=O)=O (2S,29S)-2-amino-29-(tert-butoxycarbonyl)-49-(di-tert-butoxyphosphoryl)-8,17,26,31-tetraoxo-10,13,19,22-tetraoxa-7,16,25,30-tetraazanonatetracontanoic acid